pentamethyl-2,3-dihydro-benzofuran CC1=CC=CC2=C1C(C(O2)(C)C)(C)C